N-((6S,7S)-5-(3-cyanooxetane-3-carbonyl)-6-((2-fluoro-[1,1'-biphenyl]-3-yl)methyl)-5-azaspiro[2.4]heptan-7-yl)-1-fluorocyclopropane-1-sulfonamide C(#N)C1(COC1)C(=O)N1CC2(CC2)[C@@H]([C@@H]1CC=1C(=C(C=CC1)C1=CC=CC=C1)F)NS(=O)(=O)C1(CC1)F